S(C)(=O)(=O)O.C(C=C)(=O)N prop-2-enamide mesylate salt